N-((5-(trifluoromethyl)pyridin-2-yl)methyl)propan-2-amine FC(C=1C=CC(=NC1)CNC(C)C)(F)F